C(C)OC1=C(C(=O)NC2=C3C(N(CC3=CC=C2)[C@H]2[C@H](CCCC2)O)=O)C=CC=C1 2-ethoxy-N-(2-((1R,2S)-2-hydroxycyclohexyl)-3-oxoisoindolin-4-yl)benzamide